FC1=C(C=CC(=C1)CCN=C=S)S(=O)(=O)N 2-fluoro-4-(2-isothiocyanato)ethyl-benzenesulfonamide